C(C)(C)(C)C(C(=O)OCC12CC3(CC(CC(C1)(C3)C)(C2)C)Br)COCCOCCOCCOCCNC([C@@H](NC([C@@H](NC(CCCN)=O)CCCCN)=O)CCCCN)=O (3-bromo-5,7-dimethyl-adamantan-1-yl)methanol tert-butyl-(18S,21S)-26-amino-18,21-bis(4-aminobutyl)-17,20,23-trioxo-4,7,10,13-tetraoxa-16,19,22-triazahexacosanoate